bis(trifluoromethyl)-1,2-dithiete FC(F)(F)C1=C(SS1)C(F)(F)F